N-(2-isopropylphenyl)-2-{4-[1-methyl-5-(tetrahydro-2H-pyran-4-yloxy)-1H-1,2,4-triazole-3-yl]benzylidene}hydrazinecarbothioamide C(C)(C)C1=C(C=CC=C1)NC(=S)NN=CC1=CC=C(C=C1)C1=NN(C(=N1)OC1CCOCC1)C